4'-methyl-4-(2-(5-pyrimidinyl)ethenyl)-2,2'-bipyridine CC1=CC(=NC=C1)C1=NC=CC(=C1)C=CC=1C=NC=NC1